2-((3-bromo-1-methyl-1H-pyrazol-4-yl)methyl)-6-isobutylimidazo[1,2-a]pyrazine BrC1=NN(C=C1CC=1N=C2N(C=C(N=C2)CC(C)C)C1)C